1-(4-(difluoromethoxy)phenyl)-7-ethoxy-3-(1-methyl-1H-benzo[d]imidazol-6-yl)-1,8-naphthyridin-2(1H)-one FC(OC1=CC=C(C=C1)N1C(C(=CC2=CC=C(N=C12)OCC)C=1C=CC2=C(N(C=N2)C)C1)=O)F